COC(C(C=O)C1=CC(=CS1)C1=C(SC=C1)CC(=O)N)=O (2'-(2-amino-2-oxoethyl)-[3,3'-bithiophene]-5-yl)-3-oxopropanoic acid methyl ester